4-[[(2R,3R,4S,5S)-3-[2-(cyclobutoxy)-3,4-difluoro-phenyl]-4,5-dimethyl-5-(trifluoromethyl)tetrahydrofuran-2-carbonyl]amino]pyridine-2-carboxamide C1(CCC1)OC1=C(C=CC(=C1F)F)[C@@H]1[C@@H](O[C@@]([C@H]1C)(C(F)(F)F)C)C(=O)NC1=CC(=NC=C1)C(=O)N